FC(=C(CC1=NSC(=N1)NC(=O)C1=COC(=C1)C1=CC(=CC=C1)OC)C)F N-(3-(3,3-difluoro-2-methylallyl)-1,2,4-thiadiazol-5-yl)-5-(3-methoxyphenyl)furan-3-carboxamide